[Br-].C(C)(=O)OCC[P+](C)(C)C (2-acetoxyethyl)trimethylphosphonium bromide